N1CC2(C3=NC(=CC=C31)C(=O)O)CC2 1',2'-dihydrospiro[cyclopropane-1,3'-pyrrolo[3,2-b]pyridine]-5'-carboxylic acid